Ethyl (R)-3-(4-((1-oxo-3-phenyl-1-((4-(trifluoromethyl)phenyl)amino)propan-2-yl)amino)benzamido)propanoate O=C([C@@H](CC1=CC=CC=C1)NC1=CC=C(C(=O)NCCC(=O)OCC)C=C1)NC1=CC=C(C=C1)C(F)(F)F